(S)-(4-(difluoromethyl)-2-(1-hydroxycyclopropyl)oxazol-5-yl)(4-(7-(trifluoromethyl)pyrazolo[1,5-a]pyridin-2-yl)-6,7-dihydro-1H-imidazo[4,5-c]pyridin-5(4H)-yl)methanone FC(C=1N=C(OC1C(=O)N1[C@@H](C2=C(CC1)NC=N2)C2=NN1C(C=CC=C1C(F)(F)F)=C2)C2(CC2)O)F